C(CC)C=1OC=2C(C1C1=CC(=CC(=C1)OC)OC)=C(C=C(C2)OC)C(=O)N n-propyl-3-(3,5-dimethoxyphenyl)-6-methoxy-4-benzofurancarboxamide